2,4,6-tripropenyloxy-1,3,5-triazine C(=CC)OC1=NC(=NC(=N1)OC=CC)OC=CC